2-((3aR,5r,6aS)-5-(2-chlorobenzyl)-5-hydroxyhexa-hydrocyclopenta[c]pyrrol-2(1H)-yl)-1-(5-hydroxypyridin-2-yl)ethanone ClC1=C(CC2(C[C@@H]3[C@@H](CN(C3)CC(=O)C3=NC=C(C=C3)O)C2)O)C=CC=C1